3-(trimethoxysilyl)ethyl-acrylamide CO[Si](OC)(OC)CCC=CC(=O)N